BrC=1C(=C(C=CC1F)NC(=O)N1CC=2C(=NN3C2C(CC[C@H](C3)O)(F)F)CC1)F (R)-N-(3-Bromo-2,4-difluorophenyl)-11,11-difluoro-8-hydroxy-3,4,8,9,10,11-hexahydro-1H-pyrido[4',3':3,4]pyrazolo[1,5-a]azepine-2(7H)-carboxamide